tert-butyl (2S,4R)-2-((4-chloro-3-(trifluoromethyl) phenyl) carbamoyl)-4-hydroxypyrrole-1-carboxylate ClC1=C(C=C(C=C1)NC(=O)C=1N(C=C(C1)O)C(=O)OC(C)(C)C)C(F)(F)F